(2S,5S)-Tetrahydropyrazine N1CCNC=C1